FC(C=1C=C(C=CC1)/C(=C/C(=O)C1=C2C(=C(N=C1)C(=O)OC)OC=C2)/C(F)(F)F)(F)F methyl 4-[(2Z)-3-[3-(trifluoromethyl)phenyl]-4,4,4-trifluoro-1-oxo-2-buten-1-yl]furo[2,3-c]pyridine-7-carboxylate